3,6-bis[(3-sulfanylpropoxy)methyl]-1,4-bis(3-sulfanylpropoxy)piperazine-2,5-dione SCCCOCC1C(N(C(C(N1OCCCS)=O)COCCCS)OCCCS)=O